N-(8-(5-chloro-2-methoxyphenyl)-7-fluoro-4-morpholinoquinolin-3-yl)quinoline-4-carboxamide ClC=1C=CC(=C(C1)C=1C(=CC=C2C(=C(C=NC12)NC(=O)C1=CC=NC2=CC=CC=C12)N1CCOCC1)F)OC